C(#N)C1=C(C=C(C=C1)NC([C@@](CN1N=NN=C1C1=CC=C(C=C1)F)(C)O)=O)C(F)(F)F (S)-N-(4-Cyano-3-(trifluoromethyl)phenyl)-3-(5-(4-fluorophenyl)-1H-tetrazol-1-yl)-2-hydroxy-2-methylpropanamide